N-methyl-N,N-didodecylammonium [tetrakis(perfluorophenyl)borate] FC1=C(C(=C(C(=C1F)F)F)F)[B-](C1=C(C(=C(C(=C1F)F)F)F)F)(C1=C(C(=C(C(=C1F)F)F)F)F)C1=C(C(=C(C(=C1F)F)F)F)F.C[NH+](CCCCCCCCCCCC)CCCCCCCCCCCC